C(#N)N1[C@H]2[C@@H](C[C@@H]1CC2)NC(=O)NCCC2=C(C=CC(=C2)Cl)Cl 1-((1R,2R,4S)-7-cyano-7-azabicyclo[2.2.1]heptan-2-yl)-3-(2-(2,5-dichlorophenyl)ethyl)urea